2-(((1R,3S)-3-(6-bromo-3H-imidazo[4,5-b]pyridin-3-yl)cyclohexyl)amino)-4-(1-(2,2-difluoroethyl)-1H-pyrazol-4-yl)pyrimidine-5-carbonitrile BrC=1C=C2C(=NC1)N(C=N2)[C@@H]2C[C@@H](CCC2)NC2=NC=C(C(=N2)C=2C=NN(C2)CC(F)F)C#N